5-fluoro-8-hydroxy-3,4-dihydroisoquinoline-2(1H)-carboxylic acid tert-butyl ester C(C)(C)(C)OC(=O)N1CC2=C(C=CC(=C2CC1)F)O